ClC1=CC(=C(C=C1)C1=NC(=CN2C1=NC(=C(C2=O)C)C)N2C[C@@H](OCC2)C2=CC(=NC=C2)C)F 9-(4-chloro-2-fluoro-phenyl)-2,3-dimethyl-7-[(2S)-2-(2-methyl-4-pyridyl)morpholin-4-yl]pyrazino[1,2-a]pyrimidin-4-one